COC(/C(=N/OC)/C1=C(C(=CC=C1)C)CO/N=C/1\CCC2=CC=CC=C12)=O (2E)-2-[2-[[(E)-indan-1-ylideneamino]oxymethyl]-3-methyl-phenyl]-2-methoxyimino-acetic acid methyl ester